CN1C(C=C(C1)C)=O 1,4-dimethyl-3-pyrrolin-2-one